3-(4-bromo-2-chlorophenyl)-5,6,7,8-tetrahydropyrido[1,2-a]purin-10(3H)-one BrC1=CC(=C(C=C1)N1C=2N=C3N(C(C2N=C1)=O)CCCC3)Cl